hexahydropyrazino[2,1-c][1,4]oxazin-4(3H)-one C1OCC(N2C1CNCC2)=O